tert-butyl (26-(4-bromo-5-chloro-2-((2-methoxyphenyl)(methyl)carbamoyl)phenoxy)-3,6,9,12,15,18,21,24-octaoxahexacosyl)carbamate BrC1=CC(=C(OCCOCCOCCOCCOCCOCCOCCOCCOCCNC(OC(C)(C)C)=O)C=C1Cl)C(N(C)C1=C(C=CC=C1)OC)=O